3-(4-(5-((4-((4-(2-amino-2-oxoethyl)piperazin-1-yl)methyl)-6-(3,5-dichlorophenyl)pyridin-2-yl)oxy)pyrimidin-2-yl)piperazin-1-yl)propanoic acid NC(CN1CCN(CC1)CC1=CC(=NC(=C1)C1=CC(=CC(=C1)Cl)Cl)OC=1C=NC(=NC1)N1CCN(CC1)CCC(=O)O)=O